(R)-4-(4-((1-(3-(difluoromethyl)-2-fluorophenyl)ethyl)amino)-2-methyl-7-(oxetan-3-ylamino)pyrido[2,3-d]pyrimidin-6-yl)tetrahydro-2H-thiopyran 1,1-dioxide FC(C=1C(=C(C=CC1)[C@@H](C)NC=1C2=C(N=C(N1)C)N=C(C(=C2)C2CCS(CC2)(=O)=O)NC2COC2)F)F